(3S,5S,8S,10S,13R,14S,17R)-17-((R)-5-ethyl-5-hydroxyheptan-2-yl)-3,10,13-trimethyl-2,3,4,5,6,7,8,10,12,13,14,15,16,17-tetradecahydro-1H-cyclopenta[a]phenanthren-3-ol C(C)C(CC[C@@H](C)[C@H]1CC[C@H]2[C@@H]3CC[C@H]4C[C@](CC[C@@]4(C3=CC[C@]12C)C)(O)C)(CC)O